2-O-beta-D-glucopyranosyl-beta-D-glucopyranose [C@@H]1([C@H](O)[C@@H](O)[C@H](O)[C@H](O1)CO)O[C@H]1[C@H](O)O[C@@H]([C@H]([C@@H]1O)O)CO